3,4-dichloro-6-bromoquinoline ClC=1C=NC2=CC=C(C=C2C1Cl)Br